C(C)(=O)N1[C@H]([C@H](CCC1)NS(=O)(=O)C)CO[C@@H]1CC[C@@H](CC1)C1=NN(C=C1)C N-(cis-1-acetyl-2-(((cis-4-(1-methyl-1H-pyrazol-3-yl)cyclohexyl)oxy)methyl)piperidin-3-yl)methanesulfonamide